Methyl 4-(2-phenylcyclobutyl)benzoate C1(=CC=CC=C1)C1C(CC1)C1=CC=C(C(=O)OC)C=C1